BrC1=CC(=C(C(=C1)F)N1C(NC(CC1)=O)=O)F 1-(4-Bromo-2,6-difluorophenyl)dihydropyrimidine-2,4(1H,3H)-dione